alpha-[(tert-butylamino)methyl]-3,5-dihydroxybenzyl alcohol sulfate S(=O)(=O)(O)OC(C1=CC(=CC(=C1)O)O)CNC(C)(C)C